5-azaspiro[2.3]hexane-1-carboxamide C1(CC12CNC2)C(=O)N